C(C)OC(C1=CC=C(C=C1)NCCOCCOCCOCCOCCOCCOCC1=CC=CC=C1)=O.NC1=C(C(=NC=C1C(=O)N)OC1=CC=C(C=C1)N1CCOCC1)C1=C(C(=CC=C1C)OC)C 4-amino-5-(3-methoxy-2,6-dimethylphenyl)-6-(4-morpholinophenoxy)nicotinamide ethyl-4-[2-[2-[2-[2-[2-(2-benzyloxyethoxy)ethoxy]ethoxy]ethoxy]ethoxy]ethylamino]benzoate